(S)-4-((2-hydroxyethyl)(4-(5,6,7,8-tetrahydro-1,8-naphthyridin-2-yl)butyl)amino)-2-(quinazolin-4-ylamino)butyric acid OCCN(CC[C@@H](C(=O)O)NC1=NC=NC2=CC=CC=C12)CCCCC1=NC=2NCCCC2C=C1